OC[C@@H](C)N1C(CCCN2N=NC(CO[C@@H]([C@@H](C1)C)CN(S(=O)(=O)C1=CC=C(C=C1)OC1=CC=CC=C1)C)=C2)=O N-[[(8R,9S)-6-[(2R)-1-hydroxypropan-2-yl]-8-methyl-5-oxo-10-oxa-1,6,13,14-tetrazabicyclo[10.2.1]pentadeca-12(15),13-dien-9-yl]methyl]-N-methyl-4-phenoxybenzenesulfonamide